C(C)(=O)SCCC(=O)N[C@H](C(=O)NCCN(C(CCCCCN=[N+]=[N-])=O)CCNC([C@H](CCCCNC(CCSC(C)=O)=O)NC(CCSC(C)=O)=O)=O)CCCCNC(CCSC(C)=O)=O (2S)-2,6-bis[3-(acetylsulfanyl)propanamido]-N-[2-(6-azido-N-{2-[(2S)-2,6-bis[3-(acetylsulfanyl)propanamido]hexanamido]ethyl}hexanamido)ethyl]hexanamide